1-(3-methoxyphenyl)-N-methyl-methanamine COC=1C=C(C=CC1)CNC